N=1C=NN2C1C=CC(=C2)C2=CNC1=NC=C(C=C12)C(=O)NC=1C=NC=C(C1)F 3-([1,2,4]triazolo[1,5-a]pyridin-6-yl)-N-(5-fluoropyridin-3-yl)-1H-pyrrolo[2,3-b]pyridine-5-carboxamide